C1(CC1)C1CN(CC1)CC(=O)NC=1C=C(C(=NC1)C)NC(=O)C=1C=NN2C1SC(=C2)C=2C=NN(C2)CCOC N-(5-(2-(3-cyclopropylpyrrolidin-1-yl)acetamido)-2-methylpyridin-3-yl)-2-(1-(2-methoxyethyl)-1H-pyrazol-4-yl)pyrazolo[5,1-b]Thiazole-7-carboxamide